(RS)-4-Chloro-N-[4-(1-ethyl-pyrrolidin-3-yl)-phenyl]-benzamid ClC1=CC=C(C(=O)NC2=CC=C(C=C2)[C@@H]2CN(CC2)CC)C=C1 |r|